NCC1CN(CCO1)C(CC#N)=O 2-aminomethyl-4-(2-cyanoacetyl)morpholine